FC1(CN(CC[C@H]1NC1=NN2C(C(=N1)OC)=C(C(=C2)F)C=2C=C(C1=C(N(C(=N1)C)CC(F)F)C2)F)CCOC)F (R)-N-(3,3-difluoro-1-(2-methoxyethyl)piperidin-4-yl)-5-(1-(2,2-difluoroethyl)-4-fluoro-2-methyl-1H-benzo[d]imidazol-6-yl)-6-fluoro-4-methoxypyrrolo[2,1-f][1,2,4]triazin-2-amine